6-chloro-7-phenylamino-2,3,4,9-tetrahydro-1H-carbazolecarboxamide ClC=1C=C2C=3CCCC(C3NC2=CC1NC1=CC=CC=C1)C(=O)N